(+/-)-N-(2-(((tert-butyldimethylsilyl)oxy)methyl)-5-(difluoromethyl)pyrrolidin-3-yl)-2,2,2-trifluoro-N-(4-methoxybenzyl)acetamide [Si](C)(C)(C(C)(C)C)OCC1NC(CC1N(C(C(F)(F)F)=O)CC1=CC=C(C=C1)OC)C(F)F